N,N'-di-[4-(p-isopropylbenzenesulfonyloxy)phenyl]urea C(C)(C)C1=CC=C(C=C1)S(=O)(=O)OC1=CC=C(C=C1)NC(=O)NC1=CC=C(C=C1)OS(=O)(=O)C1=CC=C(C=C1)C(C)C